NC1CCC(CC1)OC1=C(C(=C(C#N)C=C1)Cl)C 4-(((1r,4r)-4-aminocyclohexyl)oxy)-2-chloro-3-methylbenzonitrile